tert-butyl 4-((6-chloropyrazin-2-yl)oxy)-3-fluoroazepane-1-carboxylate ClC1=CN=CC(=N1)OC1C(CN(CCC1)C(=O)OC(C)(C)C)F